(S)-tetrahydrofuran-3-yl 4-(3-(4-cyano-3-(trifluoromethyl) phenyl)-5,5-dimethyl-4-oxo-2-thioxoimidazolin-1-yl)-2-fluorobenzoate C(#N)C1=C(C=C(C=C1)N1C(N(C(C1=O)(C)C)C1=CC(=C(C(=O)O[C@@H]2COCC2)C=C1)F)=S)C(F)(F)F